N-(5-methyl-1,3,4-thiadiazol-2-yl)-2-((4-oxo-1-phenyl-4,5-dihydro-1H-pyrazolo[3,4-d]pyrimidin-6-yl)thio)acetamide CC1=NN=C(S1)NC(CSC=1NC(C2=C(N1)N(N=C2)C2=CC=CC=C2)=O)=O